2-[methyl(4-pyridyl)amino]ethanol CN(CCO)C1=CC=NC=C1